2-(acetoxy)-5-chlorobenzoyl chloride C(C)(=O)OC1=C(C(=O)Cl)C=C(C=C1)Cl